(5R)-5-(1,1-dioxo-1λ6,2-thiazepan-2-yl)-3,3-difluoropiperidine-1-carboxylic acid 5-chloropyridin-2-yl ester ClC=1C=CC(=NC1)OC(=O)N1CC(C[C@H](C1)N1S(CCCCC1)(=O)=O)(F)F